O[C@H]1C[C@H]2[C@H](C([C@H]3[C@@H]4CC[C@H]([C@@H](CCC(=O)O)C)[C@]4(CC[C@@H]3[C@]2(CC1)C)C)=O)CC 3α-hydroxy-6a-ethyl-7-keto-5β-cholan-24-oic acid